C(=C(CC(=O)O)C(=O)O)C(=O)O 1,2,3-propenetricarboxylic acid